FC(OC1=CC2=C(NC(=N2)SCC2=[N+](C=CC(=C2OC)OC)[O-])C=C1)F 2-(((5-difluoromethoxy-1H-benzo[d]imidazol-2-yl)thio)methyl)-3,4-dimethoxypyridine 1-oxide